5'-methyl-thioadenosine CC([C@@H]1[C@H]([C@H]([C@@H](O1)N1C=NC=2C(N)=NC=NC12)S)O)O